5-amino-6-(3-hydroxy-2,6-dimethyl-phenyl)-2-[2-[(3-methylpyrazin-2-yl)amino]-3-pyridyl]pyrimidine-4-carboxamide NC=1C(=NC(=NC1C1=C(C(=CC=C1C)O)C)C=1C(=NC=CC1)NC1=NC=CN=C1C)C(=O)N